FC=1C=CC(=C(C(=O)N(C(C)C)C(C)C)C1)N1C=C(C=2C1=CN=CC2)C(=O)C2CCN(CC2)C(=O)[C@H]2N[C@@H]1CC([C@H]2CC1)=C 5-Fluoro-N,N-diisopropyl-2-(3-(1-((1S,3S,4R)-5-methylene-2-azabicyclo[2.2.2]-octane-3-carbonyl)piperidine-4-carbonyl)-1H-pyrrolo[2,3-c]pyridin-1-yl)benzamide